C(C)(=O)O[C@H](CF)[C@H]1O[C@H]([C@@H](C1)OC(C)=O)N1C=2N=C(NC(C2N(C1=O)CC#C)=O)NC(C)=O (S)-1-((2S,4R,5R)-5-(2-Acetamido-6,8-dioxo-7-(prop-2-yn-1-yl)-1,6,7,8-tetrahydro-9H-purin-9-yl)-4-acetoxytetrahydrofuran-2-yl)-2-fluoroethyl acetate